C(C1CO1)OCCC[Si](OCCC)(OCCC)OCCC gamma-glycidoxypropyl-tripropoxysilane